N[C@@H](CCC(N)=O)C(=O)[O-] L-glutaminate